1,3-dihydroxybenzoate OC1(C(=O)[O-])CC(=CC=C1)O